N1N=CC2=CC=C(C=C12)C=1N=C(C=2N(C1)C=NN2)NC2=CC=C(C=C2)N2CCOCC2 6-(1H-indazol-6-yl)-N-(4-morpholinylphenyl)-[1,2,4]triazolo[4,3-a]pyrazin-8-amine